N-[(4S)-1H,4H,5H,6H-cyclopenta[c]pyrazol-4-yl]carbamic acid tert-butyl ester C(C)(C)(C)OC(N[C@H]1CCC=2NN=CC21)=O